ClC=1C=C(C=CC1C#N)N(C=1C=C(C=CC1C)C=1C(=NN(C1C)CCCCCOCC(=O)OC(C)(C)C)C)CC t-butyl 2-((5-(4-(3-((3-chloro-4-cyanophenyl)(ethyl)amino)-4-methylphenyl)-3,5-dimethyl-1H-pyrazol-1-yl)pentyl)oxy)acetate